tert-butyl (3S)-4-(2-chloro-6-pyrrolidin-1-ylpyrimidin-4-yl)-3-methylpiperazine-1-carboxylate ClC1=NC(=CC(=N1)N1[C@H](CN(CC1)C(=O)OC(C)(C)C)C)N1CCCC1